C(C(=C)C)(=O)OCCC(C(=O)O)CC(=O)O mono-(2-methacryloyloxyethyl)succinic acid